5-Methylhexanal CC(CCCC=O)C